ClC1=NC=2N(C(=C1C1=C(C=C(C=C1F)F)F)N1CCC(CC1)C)N=CN2 5-chloro-6-(2,4,6-trifluorophenyl)-7-(4-methylpiperidin-1-yl)[1,2,4]triazolo-[1,5-a]pyrimidine